2,2,3,3,4,4,5,5,6,6,7,7,8,8,9,9,9-heptadecafluorononanoic acid ethyl ester C(C)OC(C(C(C(C(C(C(C(C(F)(F)F)(F)F)(F)F)(F)F)(F)F)(F)F)(F)F)(F)F)=O